C(=O)O.NC1CC(C1)C(=O)NCCNC(C1=C(C=C(C=C1)NC=1C=2N(C=CN1)C(=CN2)C=2C(=NN(C2)CC#N)C(F)(F)F)CC)=O N-(2-((1s,3s)-3-aminocyclobutane-1-carboxamido)ethyl)-4-((3-(1-(cyanomethyl)-3-(trifluoromethyl)-1H-pyrazol-4-yl)imidazo[1,2-a]pyrazin-8-yl)amino)-2-ethylbenzamide formate